C(C)OC(C(=O)C=1N(C(=C(C1F)C(NC1=CC(=C(C=C1)F)C#N)=O)C)C)=O 2-(4-((3-cyano-4-fluorophenyl)carbamoyl)-3-fluoro-1,5-dimethyl-1H-pyrrol-2-yl)-2-oxoacetic acid ethyl ester